4-ethoxy-pyrimidin C(C)OC1=NC=NC=C1